C(C)(C)(C)OC(N(C)CC1=NC(=CC=C1N1CCOCC1)Cl)=O ((6-chloro-3-morpholinylpyridin-2-yl)methyl)(methyl)carbamic acid tert-butyl ester